CN1C(C2=CC=C(C=C2C=C1)C=1C=NC2=CC=C(C=C2N1)C(=O)N)=O 3-(2-methyl-1-oxo-1,2-dihydro-6-isoquinolinyl)-6-quinoxalinecarboxamide